C1(CCC1)[Bi]1S[Bi](S1)C1CCC1 2,4-dicyclobutyl-1,3,2,4-dithiadibismetane